4-((R)-3-((cyclobutylmethyl)amino)piperidin-1-yl)pyridin C1(CCC1)CN[C@H]1CN(CCC1)C1=CC=NC=C1